CC=1C=C2CCC(C2=CC1C)=O 5,6-dimethyl-2,3-dihydro-1H-indene-1-one